ClC=1C=C(C=CC1F)NC(N(C1C=2C(=CC(NC2CCC1)=O)C(F)(F)F)C)=O 3-(3-Chloro-4-fluorophenyl)-1-methyl-1-(2-oxo-4-(trifluoromethyl)-1,2,5,6,7,8-hexahydroquinolin-5-yl)urea